FC(C(OC(C(OC(C(OC(C(F)(F)F)(F)F)(C(F)(F)F)F)(F)F)(C(F)(F)F)F)(F)F)(C(F)(F)F)F)(F)OOC(C(OC(C(OC(C(OC(C(F)(F)F)(F)F)(F)C(F)(F)F)(F)F)(F)C(F)(F)F)(F)F)(F)C(F)(F)F)(F)F perfluoro-2,5,8-trimethyl-3,6,9-trioxa-undecyl peroxide